CN(CCC=1C(=CC(N(C1)C(C(=O)N[C@@H](CC(=O)OCC)C=1C=C(C=C(C1F)C)C1=C(C=C(C=C1C)C)C)CC(C)C)=O)C)C ethyl (3S)-3-(2-(5-(2-(dimethylamino)ethyl)-4-methyl-2-oxopyridin-1(2H)-yl)-4-methylpentanamido)-3-(4-fluoro-2',4',5,6'-tetramethyl-[1,1'-biphenyl]-3-yl)propanoate